ClC1=C(C=NN1C)N1C=C(C=CC1=O)C(=O)O 1-(5-Chloro-1-methyl-pyrazol-4-yl)-6-oxo-pyridine-3-carboxylic acid